C(C)NC(=O)N1[C@H]([C@H](CCC1)NS(=O)(=O)C)CO[C@@H]1C[C@H](C1)OC1=CC=CC=C1 cis-N-ethyl-3-((methylsulfonyl)amino)-2-(((trans-3-phenoxycyclobutyl)oxy)methyl)-piperidine-1-carboxamide